NC(C)C1=C(N=C(N1CCO)C)C=1C(=NC=CC1)C(C)C 2-(5-(1-aminoethyl)-4-(2-isopropylpyridin-3-yl)-2-methyl-1H-imidazol-1-yl)ethan-1-ol